C(CCC)NC1=NC(=C(C(=N1)N)CC1=C(C=C(C=C1)CCl)OC)C butyl-5-(4-(chloromethyl)-2-methoxybenzyl)-6-methylpyrimidine-2,4-diamine